FC=1C=C(C#N)C=C(C1)OC1=CC=C2C(C(C3(CCCC1=C32)O)(F)F)(F)F 3-fluoro-5-((1,1,2,2-tetrafluoro-8a-hydroxy-1,2,6,7,8,8a-hexahydroacenaphthylen-5-yl)oxy)benzonitrile